FC=1C(=CC(=C(N)C1)OC)N1CC2(C1)CN(C2)C 5-fluoro-2-methoxy-4-(6-methyl-2,6-diazaspiro[3.3]heptan-2-yl)aniline